NC1=CC=C(C=C1)[C@@H]1N(C[C@H](CC1)C)C(C(=O)NC=1C=NC=C(C1)C)=O 2-[(2R,5S)-2-(4-Aminophenyl)-5-methyl-1-piperidyl]-N-(5-methyl-3-pyridyl)-2-oxo-acetamide